ClC=1C(=C(C=C(C1O)C)C=1C(CC(NN1)=O)C)OCOC 6-[3-chloro-4-hydroxy-2-(methoxymethyloxy)-5-methylphenyl]-5-methyl-4,5-dihydro-2H-pyridazin-3-one